N=1N=CN(C1)C1=CC(=C2C=NNC2=C1)OCCOCCCCNCC=1C=C(C=C(C1)F)CC#N 2-(3-(((4-(2-((6-(4H-1,2,4-triazol-4-yl)-1H-indazol-4-yl)oxy)ethoxy)butyl)amino)methyl)-5-fluorophenyl)acetonitrile